tert-butyl {(1R,3R,4S)-3-hydroxy-4-[methyl(2-nitrobenzene-1-sulfonyl)amino]cyclopentyl}carbamate O[C@@H]1C[C@@H](C[C@@H]1N(S(=O)(=O)C1=C(C=CC=C1)[N+](=O)[O-])C)NC(OC(C)(C)C)=O